CN(C)[Hf]C1C=CC=C1 dimethylaminocyclopentadienylhafnium